2-((1-methyl-3-((2-methyloxetan-3-yl)oxy)-1H-pyrazol-4-yl-5-d)amino)-7-((3r,4r)-4-methyltetrahydrofuran-3-yl)-7H-pyrrolo[2,3-d]pyrimidine-6-carbonitrile CN1N=C(C(=C1[2H])NC=1N=CC2=C(N1)N(C(=C2)C#N)[C@H]2COC[C@@H]2C)OC2C(OC2)C